methyl 2-[1-[[4-[(3-amino-6-phenyl-2-pyridyl)amino]phenyl]methyl]-4-piperidyl]propanoate NC=1C(=NC(=CC1)C1=CC=CC=C1)NC1=CC=C(C=C1)CN1CCC(CC1)C(C(=O)OC)C